OC[C@]1([C@@H](O)[C@H](O)[C@H](O1)CO)N[C@@H](C(C)C)C(=O)N[C@@H](CC1=CNC=N1)C(=O)N[C@@H](CC(C)C)C(=O)N[C@@H]([C@H](O)C)C(=O)N1[C@@H](CCC1)C(=O)N[C@@H](CCC(=O)O)C(=O)N[C@@H](CCC(=O)O)C(=O)N[C@@H](CCCCN)C(=O)O α-fructosyl-valyl-histidyl-leucyl-threonyl-prolyl-glutamyl-glutamyl-lysine